(2S)-N-(5-(2,4-difluorophenoxy)pyrazin-2-yl)-2-(3,3-dimethyl-4-(1-methyl-4,5,6,7-tetrahydro-1H-benzo[d][1,2,3]triazole-5-carbonyl)piperazin-1-yl)propanamide FC1=C(OC=2N=CC(=NC2)NC([C@H](C)N2CC(N(CC2)C(=O)C2CC3=C(N(N=N3)C)CC2)(C)C)=O)C=CC(=C1)F